butyl (3-oxopropyl)(3-phenoxyphenethyl)carbamate O=CCCN(C(OCCCC)=O)CCC1=CC(=CC=C1)OC1=CC=CC=C1